4-methoxy-N-[rac-(1S)-2-[2-(2-chloro-2-fluoro-acetyl)-2-[(2-oxopyrrolidin-3-yl)methyl]hydrazino]-1-(cyclopropylmethyl)-2-oxo-ethyl]-1H-indole-2-carboxamide COC1=C2C=C(NC2=CC=C1)C(=O)N[C@H](C(=O)NN(CC1C(NCC1)=O)C(C(F)Cl)=O)CC1CC1 |r|